CS(=O)(=O)C1=CC=C(OC2=CC=C(C=C2)C2=CC=CC(=N2)CNCCN2C(NCC2)=O)C=C1 1-(2-(((6-(4-(4-(methylsulfonyl)phenoxy)phenyl)pyridin-2-yl)methyl)amino)ethyl)imidazolidin-2-one